tert-butyl 4-(7-bromo-6-chloro-8-fluoro-2-((1-methylpyrrolidin-3-yl)oxy)quinazolin-4-yl)piperazin-1-carboxylate BrC1=C(C=C2C(=NC(=NC2=C1F)OC1CN(CC1)C)N1CCN(CC1)C(=O)OC(C)(C)C)Cl